C(C1=CC=CC=C1)OC1CCC2(C(C(C2)=O)(Cl)Cl)CC1 7-benzyloxy-3,3-dichloro-spiro[3.5]nonan-2-one